2-amino-5'-nitrobenzophenone NC1=C(C(=O)C2=CC=CC(=C2)[N+](=O)[O-])C=CC=C1